P(=O)(OCC)(OOCCCCCCCCCCCCCCCCCC)[O-] ethyl octadecyloxy phosphate